6-(1-(3-chloropyridin-2-yl)-3-((1-methyl-3-(trifluoromethyl)-1H-pyrazol-5-yl)oxy)-1H-pyrazole-5-carboxamido)-N-cyclopropyl-5-methylpyrazolo[1,5-a]pyridine-7-carboxamide ClC=1C(=NC=CC1)N1N=C(C=C1C(=O)NC=1C(=CC=2N(C1C(=O)NC1CC1)N=CC2)C)OC2=CC(=NN2C)C(F)(F)F